tripropionic acid phosphate P(=O)(O)(O)O.C(CC)(=O)O.C(CC)(=O)O.C(CC)(=O)O